O=C(CCCCCC(=O)OCCC(CCCCCCCCCC)CCCCCCCCCC)CCCCCCC 3-Decyltridecyl 7-Oxotetradecanoate